CO[C@@H]1CN(CC1)CC1=CC(=NC=C1)NC=1SC2=NC(=CC=C2N1)C=1C=NNC1C (S)-N-(4-((3-methoxy-pyrrolidin-1-yl)methyl)-pyridin-2-yl)-5-(5-methyl-1H-pyrazol-4-yl)thiazolo[5,4-b]-pyridin-2-amine